C(CCCCC(C)C)N(C(COCC(=O)O)=O)CCCCCC(C)C N,N-diisooctyl-3-oxa-glutaric acid monoamide